S1C=CC=C2C1=CC(=CN=C2)C(=O)[O-] 6,2-benzothiazepine-8-carboxylate